2-(8-ethoxy-1,3,4,9-tetrahydro-2H-pyrido[3,4-b]indol-2-yl)ethan C(C)OC=1C=CC=C2C3=C(NC12)CN(CC3)CC